C1(CCCCC1)N1C(C2C34C5CC(=CCC5C(C2C1=O)C4)C3)=O 4-cyclohexyl-4-aza-pentacyclo[9.2.1.11,7.02,6.08,13]-10-pentadecene-3,5-dione